NCCCC1C(NC(C(N1)=O)CCCN)=O 3,6-bis(3-aminopropyl)-2,5-diketopiperazine